N1(CCCC1)C1=NC(=CC(=N1)N1CCN(CC1)CC([C@H]1CC[C@H]2[C@@H]3CCC4=CC(C=C[C@]4(C)[C@H]3CC[C@]12C)=O)=O)N1CCCC1 21-[4-[2,6-bis(1-pyrrolidinyl)-4-pyrimidinyl]-1-piperazinyl]pregna-1,4-dien-3,20-dione